(1S,2S,5S)-N-(2,4-difluorobenzyl)-4,4-difluoro-8-hydroxy-2,5-dimethyl-7,9-dioxo-2,3,4,5,7,9-hexahydro-1,6-methanopyrido[1,2-b][1,2,5]triazonine-10-carboxamide FC1=C(CNC(=O)C=2C(C(=C3N(N4[C@H](CC([C@@H](N(C3=O)C4)C)(F)F)C)C2)O)=O)C=CC(=C1)F